{2-[2-(4-ethoxycarbonyl-1-pyrazolyl)ethoxy]ethoxy}acetic acid C(C)OC(=O)C=1C=NN(C1)CCOCCOCC(=O)O